N-(5-((4-ethylpiperazin-1-yl)methyl)pyridin-2-yl)-5-fluoro-4-(7'-fluoro-2'-methylspiro[cyclobutane-1,3'-indol]-5'-yl)aminopyrimidine C(C)N1CCN(CC1)CC=1C=CC(=NC1)N1CN=C(C(=C1)F)NC=1C=C2C3(C(=NC2=C(C1)F)C)CCC3